(R)-1-(4-((1-(3-(difluoromethyl)-2-fluorophenyl)ethyl)amino)-2-methyl-7,8-dihydro-6H-[1,4]oxazino[3,2-g]quinazolin-6-yl)ethan-1-one FC(C=1C(=C(C=CC1)[C@@H](C)NC1=NC(=NC2=CC3=C(C=C12)N(CCO3)C(C)=O)C)F)F